5-[2-(2-{2'-methyl-[1,1'-biphenyl]-4-sulfonamido}phenyl)ethynyl]pyridine-2-carboxylic acid CC1=C(C=CC=C1)C1=CC=C(C=C1)S(=O)(=O)NC1=C(C=CC=C1)C#CC=1C=CC(=NC1)C(=O)O